OC=1C=NC2=CC=CC=C2C1C(=O)NCC=1NC=CN1 3-Hydroxy-N-[(1H-imidazol-2-yl)methyl]quinoline-4-carboxamide